IC1=CC=C(C=C1)C1=CC=C(C=C1)N 4'-iodo-[1,1'-biphenyl]-4-amine